N[C@H]1C[C@H](N(CC1)C(=O)N1CC2(CCCC2)[C@@H](CC1)CN1C=NC(=CC1=O)C1=CC=CC=C1)C1=C(C=CC(=C1)F)F 3-(((R)-7-((2S,4R)-4-amino-2-(2,5-difluorophenyl)piperidine-1-carbonyl)-7-azaspiro[4.5]decan-10-yl)methyl)-6-phenylpyrimidin-4(3H)-one